[(trans)-2-phenylcyclopropyl]aminoacetamide C1(=CC=CC=C1)[C@H]1[C@@H](C1)NCC(=O)N